C(C)(C)(C)OC(=O)N1CCC(=CC1)C1=C(C=C(C=C1)NC(C1=CC=C(C=C1)NC(=O)OC(C)(C)C)=O)C 4-[4-(4-tert-butoxycarbonylamino-benzoylamino)-2-methyl-phenyl]-3,6-dihydro-2H-pyridine-1-carboxylic acid tert-butyl ester